FC=1C=CC=C2CCO[C@H](C12)CNC1CCC1 (R)-N-((8-fluoroisochroman-1-yl)methyl)cyclobutanamine